6-(3-amino-6-(4-(4-ethylpiperazin-1-yl)phenyl)-5-fluoropyrazin-2-yl)isoquinolin-1(2H)-one NC=1C(=NC(=C(N1)F)C1=CC=C(C=C1)N1CCN(CC1)CC)C=1C=C2C=CNC(C2=CC1)=O